CN1CC=2CCNCC2C=C1 2-methyl-5,6,7,8-tetrahydro-2,6-naphthyridine